2-(2-(5-(2,6-dioxopiperidin-3-yl)pyridin-2-yl)-2,7-diazaspiro[3.5]nonan-7-yl)acetic acid O=C1NC(CCC1C=1C=CC(=NC1)N1CC2(C1)CCN(CC2)CC(=O)O)=O